ClC1=CC(=C(CN(C([O-])=O)[C@H](C(=O)NC(C[C@H]2C(NCC2)=O)C(C(=O)NC2CC2)=O)CC(C)(C)C)C=C1)F 4-Chloro-2-fluorobenzyl-((2S)-1-((4-(cyclopropylamino)-3,4-dioxo-1-((S)-2-oxopyrrolidin-3-yl)butan-2-yl)amino)-4,4-dimethyl-1-oxopentan-2-yl)carbamat